1,1-di(tert-amyl-peroxy)cyclohexane C(C)(C)(CC)OOC1(CCCCC1)OOC(C)(C)CC